tert-butyl 2-(2-{3-[4-(4,4,5,5-tetramethyl-1,3,2-dioxaborolan-2-yl)-1H-pyrazol-1-yl] piperidin-1-yl}ethoxy)acetate CC1(OB(OC1(C)C)C=1C=NN(C1)C1CN(CCC1)CCOCC(=O)OC(C)(C)C)C